styrene-acrylonitrile Glycidyl-methacrylate C(C1CO1)OC(C(=C)C)=O.C(=CC1=CC=CC=C1)C=CC#N